cis-N1-(5-(4-methoxyquinazolin-6-yl)pyrrolo[2,1-f][1,2,4]triazin-2-yl)-N4-methylcyclohexane-1,4-diamine COC1=NC=NC2=CC=C(C=C12)C=1C=CN2N=C(N=CC21)N[C@@H]2CC[C@@H](CC2)NC